CC(CC/C=C(\\C)/CC/C=C(\\C)/CC/C=C(\\C)/CCC=C(C)C)CCOP(=O)(O)OP(=O)(O)O[C@@H]1[C@@H]([C@H]([C@@H]([C@H](O1)CO)O[C@H]2[C@@H]([C@H]([C@@H]([C@H](O2)CO)O[C@H]3[C@H]([C@H]([C@@H]([C@H](O3)CO[C@@H]4[C@H]([C@H]([C@@H]([C@H](O4)CO)O)O[C@@H]5[C@H]([C@H]([C@@H]([C@H](O5)CO)O)O)O)O)O)O[C@@H]6[C@H]([C@H]([C@@H]([C@H](O6)CO)O)O)O[C@@H]7[C@H]([C@H]([C@@H]([C@H](O7)CO)O)O)O[C@@H]8[C@H]([C@H]([C@@H]([C@H](O8)CO)O)O)O)O)O)NC(=O)C)O)NC(=O)C The molecule is a dolichyl diphosphooligosaccharide compound consisting of a branched octasaccharide attached to the dolichyl chain via a diphosphate linkage. It has a role as a mouse metabolite.